C(=O)(O)C1=NC=CC=C1 2-carboxypyridine